(3S)-8-(4-(4-((4-(4-((2,6-dioxopiperidin-3-yl)amino)phenyl)piperidin-1-yl)methyl)piperidine-1-carbonyl)phenyl)-3-methyl-2,8-diazaspiro[4.5]decan-2-benzonitrile O=C1NC(CCC1NC1=CC=C(C=C1)C1CCN(CC1)CC1CCN(CC1)C(=O)C1=CC=C(C=C1)N1CCC2(C[C@@H](N(C2)C2=CC=CC=C2C#N)C)CC1)=O